FC1=CC=C(CN2N=CC(=C2C)CNC2=NC=3N([C@H](C(NC3C(=N2)C)=O)C)C)C=C1 (7S)-2-(((1-(4-fluorobenzyl)-5-methyl-1H-pyrazol-4-yl)methyl)amino)-4,7,8-trimethyl-7,8-dihydropteridin-6(5H)-one